C(#N)C1=CC=C(C=C1)NC(=O)C=1N=C(C=C2C1NN=C2)N2C=NC=C2 N-(4-cyanophenyl)-5-(1H-imidazol-1-yl)-1H-pyrazolo[3,4-c]pyridine-7-carboxamide